C12(CC3CC(CC(C1)C3)C2)CNC(=O)C=2N=NC(=CC2)N2CCN(CC2)C(C2=CC(=CC(=C2)C(F)(F)F)N2N=CC(=C2)C=2C=NC=C(C2)O)=O N-(1-Adamantylmethyl)-6-[4-[3-[4-(5-hydroxypyridin-3-yl)pyrazol-1-yl]-5-(trifluoromethyl)benzoyl]piperazin-1-yl]pyridazine-3-carboxamide